(8-methoxy-2,3-dihydrobenzo[b][1,4]dioxin-6-yl)methylamine COC1=CC(=CC2=C1OCCO2)CN